1,3-diphenyl-1,3-butadiene C1(=CC=CC=C1)C=CC(=C)C1=CC=CC=C1